3-(4-(((3,4-dichlorophenethyl)(7-fluorobenzo[d]thiazol-2-yl)amino)-methyl)phenyl)propiolic acid ClC=1C=C(CCN(C=2SC3=C(N2)C=CC=C3F)CC3=CC=C(C=C3)C#CC(=O)O)C=CC1Cl